5-methyl-7-{3-[(3-methylbutyl)carbamoyl]azetidin-1-yl}-4-oxo-1-(1,2,4-thiadiazol-5-yl)-1,4-dihydro-1,8-naphthyridine-3-carboxylic acid CC1=C2C(C(=CN(C2=NC(=C1)N1CC(C1)C(NCCC(C)C)=O)C1=NC=NS1)C(=O)O)=O